cis-methyl 2-[4-(tert-butoxycarbonylamino)phenyl]-2,3,4,4a,5,6,7,7a-octahydro-1H-cyclopenta[b]pyridine-3-carboxylate C(C)(C)(C)OC(=O)NC1=CC=C(C=C1)C1C(CC2C(N1)CCC2)C(=O)OC